methyl 1-methyl-5-(4,4,5,5-tetramethyl-1,3,2-dioxaborolan-2-yl)-1H-pyrazole-3-carboxylate CN1N=C(C=C1B1OC(C(O1)(C)C)(C)C)C(=O)OC